CONC(C(C)OC)=O (E)-N,2-dimethoxy-propionamide